O1N=CC2=C1C=CC(=C2)C2=CC=C(C=C2)CCCC(=O)NC=2C=NC=CC2 4-(4-(benzo[d]isoxazol-5-yl)phenyl)-N-(pyridin-3-yl)butanamide